2,2,2-trifluoro-N-(methyl(2-(4-(1-(2-methylbenzo[d]oxazol-5-yl)ethyl)piperazin-1-yl)pyrimidin-5-yl)(oxo)-λ6-sulfanylidene)acetamide FC(C(=O)N=S(=O)(C=1C=NC(=NC1)N1CCN(CC1)C(C)C=1C=CC2=C(N=C(O2)C)C1)C)(F)F